C=C1C(C2=CC=CC=C2C=C1)C1C(NC(C1)=O)=O (E)-3-(2-methylenenaphthyl)pyrrolidine-2,5-dione